(rac)-Methyl 2-{3-[1-(1,3-dioxo-1,3-dihydro-2H-isoindol-2-yl)ethyl]pyrazin-2-yl}-1,3-thiazole-5-carboxylate O=C1N(C(C2=CC=CC=C12)=O)[C@H](C)C=1C(=NC=CN1)C=1SC(=CN1)C(=O)OC |r|